[N-](S(=O)(=O)C(F)(F)F)S(=O)(=O)C(F)(F)F.C(CCCCCCCCCCC)N1CC=CC=C1 1-dodecylpyridine bis(trifluoromethylsulfonyl)imide salt